2-[3-(3-{[4-(difluoromethyl)-1,2,4-triazol-3-yl]methyl}oxetan-3-yl)phenyl]-3H-pyrrolo[3,4-c]pyridin-1-one FC(N1C(=NN=C1)CC1(COC1)C=1C=C(C=CC1)N1CC=2C=NC=CC2C1=O)F